4-Fluoro-N-(5-fluoro-2-methyl-3-(4,4,5,5-tetramethyl-1,3,2-dioxaborolan-2-yl)phenyl)-2,2-dimethyl-2,3-dihydrobenzofuran-5-carboxamide FC1=C(C=CC2=C1CC(O2)(C)C)C(=O)NC2=C(C(=CC(=C2)F)B2OC(C(O2)(C)C)(C)C)C